CN1N=NC(=C1)C1=CC=C(C(=O)O)C=C1 4-(1-methyl-1H-1,2,3-triazol-4-yl)benzoic acid